7-(Cyclohexylamino)-1-cyclopentyl-N-[(2,2-dimethyl-1,3-dioxolan-4-yl)methyl]-6-fluoro-1,4-dihydro-2,4-dioxo-3(2H)-quinazolineacetamide C1(CCCCC1)NC1=C(C=C2C(N(C(N(C2=C1)C1CCCC1)=O)CC(=O)NCC1OC(OC1)(C)C)=O)F